cyclopentyl-methyl ether C1(CCCC1)OC